rac-(3aS,7aR)-1-(6-chloro-5-methyl-pyridazin-3-yl)-2,3,3a,4,5,6,7,7a-octahydropyrrolo[2,3-c]pyridine ClC1=C(C=C(N=N1)N1CC[C@H]2[C@@H]1CNCC2)C |r|